FS(=O)(=O)OC=1C=C(C=C(C1)OS(=O)(=O)F)SF 3,5-bis[(fluorosulfonyl)oxy]phenylsulfanyl fluoride